N1(CCC1)C=1C2=C(N=C(N1)C)CN(C2)C(CN2CC(C2)C2=CC(=NC=C2)C)=O 1-(4-(Azetidin-1-yl)-2-methyl-5,7-dihydro-6H-pyrrolo[3,4-d]pyrimidin-6-yl)-2-(3-(2-methylpyridin-4-yl)azetidin-1-yl)ethan-1-one